N-(2-carbamoyl-4-chloro-6-methyl-phenyl)-2-(3-chloro-2-pyridyl)-5-(2,2,2-trifluoroethoxy)pyrazole-3-carboxamide C(N)(=O)C1=C(C(=CC(=C1)Cl)C)NC(=O)C=1N(N=C(C1)OCC(F)(F)F)C1=NC=CC=C1Cl